N-((1,2,3,5,6,7-hexahydro-s-indacen-4-yl)carbamoyl)-1-methyl-1H-pyrazole-4-sulfonimidamide C1CCC2=C(C=3CCCC3C=C12)NC(=O)NS(=O)(=N)C=1C=NN(C1)C